4-(1-((2-((4,4-dimethylpiperidine-1-yl)methyl)-1H-indole-6-yl)methyl)-1H-1,2,3-triazol-4-yl)-1-(tetrahydro-2H-pyran-2-yl)-1H-indazole-6-amine CC1(CCN(CC1)CC=1NC2=CC(=CC=C2C1)CN1N=NC(=C1)C1=C2C=NN(C2=CC(=C1)N)C1OCCCC1)C